N-((2-(6-(8-oxa-3-azabicyclo[3.2.1]octan-3-yl)pyridin-2-yl)-1,6-naphthyridin-7-yl)methyl)-4-methyl-3-(methylsulfonyl)benzamide C12CN(CC(CC1)O2)C2=CC=CC(=N2)C2=NC1=CC(=NC=C1C=C2)CNC(C2=CC(=C(C=C2)C)S(=O)(=O)C)=O